C(C)OC(C1=CN=CC=C1C(C1=C(C=C(C=C1)C(F)(F)F)OCOC)=O)=O 4-(2-(methoxymethoxy)-4-(trifluoromethyl)benzoyl)nicotinic acid ethyl ester